ClC=1N(C(C=CC1)=O)C1(CC1)C(=O)NC(C(=O)O)CCN(CCCCC1=NC=2NCCCC2C=C1)CCOC1CC1 2-[[1-(2-chloro-6-oxo-1-pyridyl)cyclopropanecarbonyl]amino]-4-[2-(cyclopropoxy)ethyl-[4-(5,6,7,8-tetrahydro-1,8-naphthyridin-2-yl)butyl]amino]butanoic acid